4-(4-((6-ethyl-5-oxo-4,5-dihydropyrazolo[1,5-a]pyrimidin-2-yl)methyl)piperazin-1-yl)-3-fluoro-N-methylbenzamide formate C(=O)O.C(C)C=1C(NC=2N(C1)N=C(C2)CN2CCN(CC2)C2=C(C=C(C(=O)NC)C=C2)F)=O